nitrotriphenylamine [N+](=O)([O-])C1=C(C=CC=C1)N(C1=CC=CC=C1)C1=CC=CC=C1